6-(6-(2-(Ethyl-(isopropyl)carbamoyl)-4-fluorophenoxy)-1,2,4-triazin-5-yl)-2,6-diazaspiro[3.4]octane-2-carboxylic acid tert-butyl ester C(C)(C)(C)OC(=O)N1CC2(C1)CN(CC2)C=2N=CN=NC2OC2=C(C=C(C=C2)F)C(N(C(C)C)CC)=O